[N+](=O)([O-])C=1C=C(C=C(C(=O)OC(C)C)C#N)C=CC1 isopropyl 3-nitro-α-cyanocinnamate